CC(C(=O)C=1C=NC=CC1)(C)C=1C=NC=CC1 2-methyl-1,2-dipyridin-3-ylpropan-1-one